C(C)C(CN1C(=CC=C1)C=O)CCCC 1-(2-ethylhexyl)-1H-pyrrole-2-carboxaldehyde